NC=1CC(=CC2=C(N1)C=C(S2)CC2CNC2)C(=O)N(OCCNC(OC2CCC2)=O)CCC cyclobutyl N-[2-[[5-amino-2-(azetidin-3-ylmethyl)-6H-thieno[3,2-b]azepine-7-carbonyl]-propyl-amino] oxyethyl]carbamate